ethyl 2-chloro-8-cyclopropoxyquinoline-6-carboxylate ClC1=NC2=C(C=C(C=C2C=C1)C(=O)OCC)OC1CC1